5-nitro-2-(piperidin-1-yl)-N-(p-tolyl)benzamide [N+](=O)([O-])C=1C=CC(=C(C(=O)NC2=CC=C(C=C2)C)C1)N1CCCCC1